C1(=CC=CC=C1)C(C1=CC=CC=C1)(C1=CC=CC=C1)S(=O)(=O)C(C1=CC=CC=C1)(C1=CC=CC=C1)C1=CC=CC=C1 triphenylmethyl sulfone